C(N)(=O)C1=CC=CC=2C3=CC=CC=C3NC12 carbamoyl-carbazole